ClC1=C(C(=O)O)C=C(C=N1)F 2-chloro-5-fluoro-nicotinic acid